N1(CCCC1)C1=NC=CC=C1B(O)O (2-(pyrrolidin-1-yl)pyridin-3-yl)boronic acid